6-fluoro-7-(7-methyl-1H-pyrrolo[3,2-b]pyridin-6-yl)-N~2~-(2-methyl-1,2,3,4-tetrahydroisoquinolin-7-yl)quinazoline-2,5-diamine FC1=C(C=2C=NC(=NC2C=C1C=1C(=C2C(=NC1)C=CN2)C)NC2=CC=C1CCN(CC1=C2)C)N